dimethylallyl-naringenin CC(=CC[C@@]1(OC=2C=C(C=C(C2C(C1)=O)O)O)C1=CC=C(O)C=C1)C